FC=1C=C(C=C(C1)F)C1=NO[C@](C1)(C(=O)N[C@H]1COC(=C1)C(NOC)=O)C (5R)-3-(3,5-difluorophenyl)-N-[(3R)-5-(methoxycarbamoyl)-2,3-dihydrofuran-3-yl]-5-methyl-4H-isoxazole-5-carboxamid